C[Si](C)(C)[N-][Si](C)(C)C.[Li+] lithium bis(tri-methylsilyl)amide